2-(1-(1-(4-chloro-3-fluorophenyl)-3,3-dimethyl-2,3-dihydro-1H-pyrrolo[3,2-b]pyridin-5-carbonyl)piperidin-4-yl)acetic acid ClC1=C(C=C(C=C1)N1CC(C2=NC(=CC=C21)C(=O)N2CCC(CC2)CC(=O)O)(C)C)F